NC1=NC=2C=CC(=CC2C2=C1N(N=C2)C)C(=O)N(CC2=NC=C(C=C2)C(F)(F)F)C=2C=NN(C2)C 4-amino-3-methyl-N-(1-methyl-1H-pyrazol-4-yl)-N-((5-(trifluoromethyl)-2-pyridinyl)methyl)-3H-pyrazolo[3,4-c]quinoline-8-carboxamide